N1=C(N=CC=C1)C1(CC1)NC(=O)C1CN(CCC1)CCC propyl-piperidine-3-carboxylic acid (1-pyrimidin-2-yl-cyclopropyl)-amide